(+)-Dibenzoyl-D-tartaric acid C1=CC=C(C=C1)C(=O)O[C@@H]([C@@H](C(=O)O)OC(=O)C2=CC=CC=C2)C(=O)O